CC1=NC(=CC=2C3=CC=CC=C3N(C12)C)\C=N\NC=1C(N=C2C=CC=CC12)=O 3-(((E)-(1,9-dimethyl-β-carbolin-3-yl)methylene)hydrazino)indol-2-one